allyl((S)-1-(((S)-1-((4-(hydroxymethyl)phenyl)amino)-1-oxopropan-2-yl)amino)-3-methyl-1-oxobutan-2-yl)carbamate C(C=C)OC(N[C@H](C(=O)N[C@H](C(=O)NC1=CC=C(C=C1)CO)C)C(C)C)=O